COC=1C=C(COC2=NC(=NC(=C2)OCC2=CC(=C(C=C2)OC)OC)N)C=CC1OC 4,6-Bis((3,4-dimethoxybenzyl)oxy)pyrimidin-2-amine